CUMARIN-GLYOXYLATE O1C(=O)C(=CC2=CC=CC=C12)C(C(=O)[O-])=O